l-serine ethyl ester C(C)OC([C@@H](N)CO)=O